2-((4,5-dimethoxy-2-methyl-3,6-dioxocyclohex-1,4-dien-1-yl)methylene)undecanoic acid COC=1C(C(=C(C(C1OC)=O)C=C(C(=O)O)CCCCCCCCC)C)=O